F[C@H]1[C@H](O[C@@H]2[C@@H]1OP(OC2)(=O)N[C@@H](C)C(=O)OCC(C)C)N2C(NC(C(=C2)C)=O)=O Isobutyl ((4aS,6S,7R,7aS)-7-fluoro-6-(5-methyl-2,4-dioxo-3,4-dihydropyrimidin-1(2H)-yl)-2-oxidotetrahydro-4H-furo[3,2-d][1,3,2]dioxaphosphinin-2-yl)-L-alaninate